C1(CC1)NC(C(C)SC1=NC(=C(N=C1)C1=CC=CC=C1)C1=CC=CC=C1)=O N-cyclopropyl-2-(5,6-diphenylpyrazin-2-yl)sulfanyl-propanamide